1-((4-bromo-3-chlorophenyl)sulfonyl)-3,3-difluoroazetidine BrC1=C(C=C(C=C1)S(=O)(=O)N1CC(C1)(F)F)Cl